C(C)(C)(C)NCC1CNC=2N(C1)N=C(C2C=2C=CC(N(N2)C2=C(C=CC=C2)C)=O)C2=CC=C(C=C2)F (+)-6-{6-[(tert-butylamino)methyl]-2-(4-fluorophenyl)-4,5,6,7-tetrahydropyrazolo[1,5-a]pyrimidin-3-yl}-2-(2-methylphenyl)pyridazin-3(2H)-one